Dec-5-ene CCCCC=CCCCC